racemic-2-(3-(1-(5,6-diphenylpyrazin-2-yl)-pyrrolidin-2-yl)propoxy)acetic acid C1(=CC=CC=C1)C=1N=CC(=NC1C1=CC=CC=C1)N1[C@H](CCC1)CCCOCC(=O)O |r|